N,N'-bis(4-nitrophenyl)-N,N'-di-2-naphthyl-1,4-phenylenediamine [N+](=O)([O-])C1=CC=C(C=C1)N(C1=CC=C(C=C1)N(C1=CC2=CC=CC=C2C=C1)C1=CC=C(C=C1)[N+](=O)[O-])C1=CC2=CC=CC=C2C=C1